6-bromo-N4-(tetrahydro-2H-pyran-4-yl)cinnoline-3,4-diamine BrC=1C=C2C(=C(N=NC2=CC1)N)NC1CCOCC1